1,4-di(pyridin-3-yl)benzene N1=CC(=CC=C1)C1=CC=C(C=C1)C=1C=NC=CC1